7,8-dichloropyrido[4,3-d]pyrimidine-2,4-diol ClC1=C(C=2N=C(N=C(C2C=N1)O)O)Cl